BrC=1C(=C(C(=O)N(C2CCC(CC2)C(NC2=CC(=C(C=C2)C)OC)=O)O)C=CC1)F 3-bromo-2-fluoro-N-hydroxy-N-[4-[(3-methoxy-4-methyl-phenyl)carbamoyl]cyclohexyl]benzamide